[[4-amino-6-(3-methylimidazo[1,5-a]pyridin-6-yl)-1,3,5-triazin-2-yl]amino]-1-(2,3-dichlorophenyl)ethanol NC1=NC(=NC(=N1)C=1C=CC=2N(C1)C(=NC2)C)NC(C)(O)C2=C(C(=CC=C2)Cl)Cl